N-(3-(1-(2-fluoroacryloyl)azetidin-3-yl)-1-(4-(trifluoromethoxy)phenyl)-1H-pyrazolo[3,4-b]pyridin-4-yl)-2-hydroxyacetamide FC(C(=O)N1CC(C1)C1=NN(C2=NC=CC(=C21)NC(CO)=O)C2=CC=C(C=C2)OC(F)(F)F)=C